1-(2-aminopyrimidin-5-yl)-3-[1-(7-bromo-5-fluoro-3-methyl-1-benzofuran-2-yl)-2,2,2-trifluoroethyl]urea NC1=NC=C(C=N1)NC(=O)NC(C(F)(F)F)C=1OC2=C(C1C)C=C(C=C2Br)F